ClC1=NC=C(C=N1)C=1NC2=CC(=CC=C2C1)C#N 2-(2-Chloropyrimidin-5-yl)-1H-indole-6-carbonitrile